Methyl (E)-2-(3-(Dimethylamino)Acryloyl)-4-Nitrobenzoate CN(/C=C/C(=O)C1=C(C(=O)OC)C=CC(=C1)[N+](=O)[O-])C